FC=1C=CC2=C(N(C=N2)C[C@@H]2CC[C@H](CC2)C(=O)N2OCC[C@H]2C=2C=NC=C(C#N)C2)C1 trans-5-((S)-2-(4-((6-fluoro-1H-benzo[d]imidazol-1-yl)methyl)cyclohexane-1-carbonyl)isoxazolidin-3-yl)nicotinonitrile